C(=O)(O)C=1C=C(C=CC1C(=O)O)[Si](C1=CC=CC=C1)(C1=CC=CC=C1)C1=CC(=C(C=C1)C(=O)O)C(=O)O bis(3,4-dicarboxyphenyl)diphenylsilane